FC(OC=1C(=NC=C(C1)F)C1=CC(=CN1C)C(=O)N)F 5-(3-(difluoromethoxy)-5-fluoropyridin-2-yl)-1-methyl-1H-pyrrole-3-carboxamide